N-(α-methoxyethyl)formamide COC(C)NC=O